octyl methoxycinnamate (ethylhexyl methoxycinnamate) C(C)C1=C(C(=C(C(=O)O)OC)CCCCCC)C=CC=C1.COC(C(=O)OCCCCCCCC)=CC1=CC=CC=C1